C(C)C1=CC=C(C=C1)NC(CCCC)=O N-p-ethylphenylvaleramide